C(CCCCCCCCC=C)(=O)O.C(C(C)O)O propylene glycol undecylenate